FC=1C(=NC=C(C1)F)N1C=C(C(C2=CC(=C(N=C12)N1[C@H](CCCC1)CO)F)=O)C(=O)NC(C(F)(F)F)C(F)(F)F 1-(3,5-difluoropyridin-2-yl)-6-fluoro-N-(1,1,1,3,3,3-hexafluoropropan-2-yl)-7-[(2R)-2-(hydroxymethyl)piperidin-1-yl]-4-oxo-1,4-dihydro-1,8-naphthyridine-3-carboxamide